ClC=1C(=CC=C2C=CC=C(C12)C1=NC=C2C(=C(C=NC2=C1F)C)N1CCN(CC1)C(C=C)=O)F 1-(4-(7-(8-chloro-7-fluoronaphthalen-1-yl)-8-fluoro-3-methyl-1,6-naphthyridin-4-yl)piperazin-1-yl)prop-2-en-1-one